N,N'-EthyleneBis-Stearamide C(CNC(CCCCCCCCCCCCCCCCC)=O)NC(CCCCCCCCCCCCCCCCC)=O